[4-(ethoxycarbonyl)-1,5-dimethylpyrrol-2-yl]-7-{[(3S)-3-(methoxymethyl)-3,4-dihydro-1H-isoquinolin-2-yl]carbonyl}-3,4-dihydro-1H-isoquinoline-2-carboxylic acid benzyl ester C(C1=CC=CC=C1)OC(=O)N1C(C2=CC(=CC=C2CC1)C(=O)N1CC2=CC=CC=C2C[C@H]1COC)C=1N(C(=C(C1)C(=O)OCC)C)C